OC1=C(C=O)C(=CC=C1)OC[C@H]1N(CCOC1)C(=O)C=1C(=NC=CC1)CCO 2-hydroxy-6-{[(3S)-4-{[2-(2-hydroxyethyl)pyridin-3-yl]carbonyl}morpholin-3-yl]methoxy}benzaldehyde